C1(CC1)C1=NC=2N(C=C1)C=C(C(C2C2=CC=C(C=C2)OC(F)F)=O)C2=CC1=C3N(N=C1C=C2)CC2(N(C3=O)C)CC2 9'-(2-cyclopropyl-9-(4-(difluoromethoxy)phenyl)-8-oxo-8H-pyrido[1,2-a]pyrimidin-7-yl)-2'-methyl-4'H-spiro[cyclopropane-1,3'-pyrazino[1,2-b]indazol]-1'(2'H)-one